CC1=C(C(=C(C1([Hf]C=1C(C2=CC=CC=C2C1)CC(C)C1=CC=CC=C1)C)C)C)C pentamethylcyclopentadienyl(1-(2-phenylpropyl)indenyl)hafnium